5-(6-((2-bromopyridin-4-yl)oxy)-1,8-Naphthyridin-2-yl)-2-(isopropylamino)-3-methyl-4(3H)-pyrimidinone BrC1=NC=CC(=C1)OC=1C=C2C=CC(=NC2=NC1)C=1C(N(C(=NC1)NC(C)C)C)=O